O[C@@H]1CS(CC[C@H]1NC1=NN2C(C=N1)=CC=C2C2=NC=C(C=C2)C)(=O)=O (3S,4R)-3-hydroxy-4-((7-(5-methylpyridin-2-yl)pyrrolo[2,1-f][1,2,4]triazin-2-yl)amino)tetrahydro-2H-thiopyran 1,1-dioxide